C(C=C)(=O)[Cu].[Li] lithium alloyl-copper